C(CCC\C=C/CC)OC(CCC(=O)OCCC1CCN(CC1)CCSSCCN1CCC(CC1)CCOC(CCC(OCCCC\C=C/CC)OCCCC\C=C/CC)=O)OCCCC\C=C/CC ((disulfanediylbis(ethane-2,1-diyl))bis(piperidine-1,4-diyl))bis(ethane-2,1-diyl) bis(4,4-bis(((Z)-oct-5-en-1-yl)oxy)butanoate)